ClC=1C=C(C=CC1C=1C=C(C=NC1)C1=CC(=NC=C1)C1CCOCC1)C(=O)N1CCC(CC1)O (3-chloro-4-(2'-(tetrahydro-2H-pyran-4-yl)-[3,4'-bipyridin]-5-yl)phenyl)(4-hydroxypiperidin-1-yl)methanone